N-(4'-((4-methoxy-6-(methylsulfonyl)pyridin-2-yl)amino)-5-(2-methoxyethoxy)-[2,3'-bipyridin]-6'-yl)acetamide COC1=CC(=NC(=C1)S(=O)(=O)C)NC1=C(C=NC(=C1)NC(C)=O)C1=NC=C(C=C1)OCCOC